5-(3-chloro-1H-pyrazol-1-yl)-7-methyl-N-(1,1,1-trifluoropropan-2-yl)pyrazolo[1,5-a]Pyrimidine ClC1=NN(C=C1)C1=NC=2N(C(=C1)C)N(CC2)C(C(F)(F)F)C